N-(1-(difluoromethyl)-3-(pyridin-2-yl)-1H-pyrazol-4-yl)-2-(3-methyl-1H-pyrazol-4-yl)thiazole-4-carboxamide FC(N1N=C(C(=C1)NC(=O)C=1N=C(SC1)C=1C(=NNC1)C)C1=NC=CC=C1)F